((1S,6R,7R)-3-(3-(4-chloro-2-(oxetan-3-yl)-2H-indazol-5-yl)-1H-pyrazolo[3,4-b]pyrazin-6-yl)-7-(2-fluorophenyl)-3-azabicyclo[4.1.0]heptan-7-yl)methanamine ClC=1C2=CN(N=C2C=CC1C1=NNC2=NC(=CN=C21)N2C[C@@H]1[C@]([C@@H]1CC2)(C2=C(C=CC=C2)F)CN)C2COC2